ClC1=C(C(=O)N(C)C)C=CC(=C1)C1=CC(=NC=C1)C=1CCN(CC1)S(=O)(=O)C1=C(C=CC=C1)Cl 2-chloro-4-(2-(1-(2-chlorophenylsulfonyl)-1,2,3,6-tetrahydropyridin-4-yl)pyridin-4-yl)-N,N-dimethylbenzamide